C1(=CC=C(C=C1)C1=NOC2(C1C1=CC=CC=C1)C=C(C(C(=C2)C(C)(C)C)=O)C(C)(C)C)C2=CC=CC=C2 3-([1,1'-biphenyl]-4-yl)-7,9-di-tert-butyl-4-phenyl-1-oxa-2-azaspiro[4.5]deca-2,6,9-trien-8-one